COC1=NN(C=C1C1=C(C=2C(=NC=C3C2N(C(N3C)=O)C3CCOCC3)N1)C=1C=C3C=NN(C3=CC1)C)C 7-(3-methoxy-1-methyl-1H-pyrazol-4-yl)-3-methyl-8-(1-methyl-1H-indazol-5-yl)-1-(tetrahydro-2H-pyran-4-yl)-3,6-dihydroimidazo[4,5-d]pyrrolo[2,3-b]pyridin-2(1H)-one